C(C)(C)OCC(=O)N1CCN(CC1)C(=O)[C@H]1[C@@H](C1)C1=CC=CC=C1 2-isopropoxy-1-(4-(trans-2-phenylcyclopropanecarbonyl)piperazin-1-yl)ethanone